BrC=1C=C(C[C@@H]2NCC[C@@H]2NS(=O)(=O)CF)C=CC1 N-((2S,3S)-2-(3-bromobenzyl)pyrrolidin-3-yl)-1-fluoromethanesulfonamide